5,6-diethyl-2-[2-n-propoxy-5-(2-(4-methylpiperazin-1-yl)acetamido)phenyl]pyrimidin-4(3H)-one fumarate C(\C=C\C(=O)O)(=O)O.C(C)C=1C(NC(=NC1CC)C1=C(C=CC(=C1)NC(CN1CCN(CC1)C)=O)OCCC)=O